COC=1C=C2C(=NC(=NC2=CC1OC)C)NC(C)C=1SC(=CC1)C1=CC(=CC=C1)C(F)(F)F 6,7-dimethoxy-2-methyl-N-[1-{5-[3-(trifluoromethyl)phenyl]thiophen-2-yl}ethyl]quinazolin-4-amine